2-(1-methylethyl)-3-oxazolineethanol CC(C)C1(OCC=N1)CCO